C(C=C)(=O)N1[C@@H](COCC1)C=1C=C(C=C(C1)Cl)N1CC(NCC1)=O (R)-4-(3-(4-acryloylmorpholin-3-yl)-5-chlorophenyl)piperazin-2-one